tert-butyl N-(4-iodo-5-isopropoxy-3-pyridyl)carbamate IC1=C(C=NC=C1OC(C)C)NC(OC(C)(C)C)=O